CN(CCN(C1=C(C=C(C(=C1)OC)NC1=NC=NC(=C1)N1OCC[C@@H]1C1=CC(=CC=C1)OC1=CC=CC=C1)NC(C=C)=O)C)C (R)-N-(2-((2-(dimethylamino)-ethyl)(methyl)-amino)-4-methoxy-5-((6-(3-(3-phenoxyphenyl)isoxazolidin-2-yl)pyrimidin-4-yl)amino)-phenyl)acrylamide